6-butyl-2-(2-hydroxy-4,6-dimethylphenyl)-2,5-dihydro-4H-pyrazolo[3,4-d]pyrimidin-4-one C(CCC)C=1NC(C=2C(N1)=NN(C2)C2=C(C=C(C=C2C)C)O)=O